chloro-5-(5-fluoro-3,4-dihydroquinolin-1(2H)-yl)-[1,2,4]triazolo[4,3-a]quinazoline ClC1=NN=C2N1C1=CC=CC=C1C(=N2)N2CCCC1=C(C=CC=C21)F